1-(4-chloro-2-fluorophenyl)-5,5-difluoro-3-(trifluoromethyl)-1,4,5,6-tetrahydrocyclopenta[b]pyrrol-4-ol ClC1=CC(=C(C=C1)N1C2=C(C(=C1)C(F)(F)F)C(C(C2)(F)F)O)F